ethyl (4-(5-chloropyrimidin-2-ylamino)-5-fluoro-2-nitrophenyl)carbamate ClC=1C=NC(=NC1)NC1=CC(=C(C=C1F)NC(OCC)=O)[N+](=O)[O-]